N-(1-cyclobutyl-1H-pyrazol-4-yl)-2-(1-methyl-1H-imidazol-4-yl)-1,3-thiazole C1(CCC1)N1N=CC(=C1)N1C(SC=C1)C=1N=CN(C1)C